FC(C[C@@H](CO)NC1=NNC2=NC=CC(=C21)OC2=C(C=C(C=C2)NC(=O)C=2C(N(N=CC2)C2=CC=C(C=C2)F)=O)F)F (S)-N-(4-((3-((4,4-difluoro-1-hydroxy-butan-2-yl)amino)-1H-pyrazolo[3,4-b]pyridin-4-yl)oxy)-3-fluoro-phenyl)-2-(4-fluoro-phenyl)-3-oxo-2,3-dihydropyridazine-4-carboxamide